FC=1C(=C(C(=NC1)OC)C1=CN(C2=NC(=CC=C21)N=C(C2=CC=CC=C2)C2=CC=CC=C2)COCC[Si](C)(C)C)OC N-[3-(5-fluoro-2,4-dimethoxypyridin-3-yl)-1-[[2-(trimethylsilyl)ethoxy]methyl]pyrrolo[2,3-b]pyridin-6-yl]-1,1-diphenylmethanimine